tert-butyl (3aS,6aS)-5-(2-fluoro-6-(2H-1,2,3-triazol-2-yl)benzyl)-4-oxohexahydropyrrolo[3,4-c]pyrrole-2(1H)-carboxylate FC1=C(CN2C[C@@H]3[C@H](C2=O)CN(C3)C(=O)OC(C)(C)C)C(=CC=C1)N1N=CC=N1